CC(C)(C)[S@@](=O)N[C@@H](C)C1=CC(=CC=C1)OCC(F)(F)F (R)-2-methyl-N-[(1S)-1-[3-(2,2,2-trifluoroethoxy)phenyl]ethyl]propane-2-sulfinamide